C(C)(C)(C)OC(=O)N1C[C@H](CC1)C(=O)NC=1SC=2CN(CCC2N1)C(=O)OCC1C2=CC=CC=C2C=2C=CC=CC12 (9H-fluoren-9-yl)methyl (S)-2-(1-(tert-butoxycarbonyl)pyrrolidine-3-carboxamido)-6,7-dihydrothiazolo[5,4-c]pyridine-5(4H)-carboxylate